FC(C(=O)NC=1C=CC(=C2C=CNC12)I)(F)F 2,2,2-trifluoro-N-(4-iodo-1H-indol-7-yl)acetamide